(R)-N-(1-(1-(2,4-bis(trifluoromethyl)phenyl)ethyl)-3-methyl-1H-pyrazol-4-yl)-5-(pyridin-2-yl)-1,3,4-thiadiazole-2-carboxamide FC(C1=C(C=CC(=C1)C(F)(F)F)[C@@H](C)N1N=C(C(=C1)NC(=O)C=1SC(=NN1)C1=NC=CC=C1)C)(F)F